(1's,3R,10'R,16'S,19's)-10'-methyl-8',18'-dioxa-12'-azaspiro[morpholine-3,15'-tetracyclo[17.2.2.02,7.012,16]tricosane] C[C@H]1COC2CCCCC2C2CCC(OC[C@@H]3[C@@]4(CCN3C1)NCCOC4)CC2